FC=1C=CC(=C(C(=O)N(C(C)C)C(C)C)C1)OC 5-fluoro-N,N-diisopropyl-2-methoxybenzamide